Methylenetetrahydrofolate C1C2CN(CN2C3=C(N1)N=C(NC3=O)N)C4=CC=C(C=C4)C(=O)N[C@@H](CCC(=O)O)C(=O)O